CN1N=CC(=C1C1=NC(=NC=C1F)N1CCC(CC1)C(=O)NCC=1C=NN(C1)C)C 1-(4-(1,4-dimethyl-1H-pyrazol-5-yl)-5-fluoropyrimidin-2-yl)-N-((1-methyl-1H-pyrazol-4-yl)methyl)piperidine-4-carboxamide